tert-Butyl 4-(4,7-dioxo-3,8-diazaspiro[5.6]dodecan-3-yl)benzoate O=C1N(CCC2(C1)C(NCCCC2)=O)C2=CC=C(C(=O)OC(C)(C)C)C=C2